5-chloro-2-(5-methyl-3-((3aS,7aR)-octahydro-1H-pyrrolo[2,3-c]pyridin-1-yl)-1,2,4-triazin-6-yl)phenol ClC=1C=CC(=C(C1)O)C1=C(N=C(N=N1)N1CC[C@H]2[C@@H]1CNCC2)C